C(#N)C=1C=C(C=CC1)C1=NN2C(N=C(C=C2)C(=O)NCC2(NC(NC2=O)=O)C)=C1C1=CC(=NC(=C1)C)C 2-(3-cyanophenyl)-3-(2,6-dimethyl-4-pyridyl)-N-[(4-methyl-2,5-dioxo-imidazolidin-4-yl)methyl]pyrazolo[1,5-a]pyrimidine-5-carboxamide